O=C1C(=C(C=NN1)N1C(C2=CC=CC=C2C1)COC1=CC=C(C(=O)O)C=C1)C(F)(F)F 4-([2-[6-oxo-5-(trifluoromethyl)-1,6-dihydropyridazin-4-yl]-2,3-dihydro-1H-isoindol-1-yl]methoxy)benzoic acid